4-(4-fluoro-1H-indol-2-yl)-N-methoxy-2-carbonyl-5-pentyl-2,5-dihydrofuran-3-carboxamide FC1=C2C=C(NC2=CC=C1)C1=C(C(OC1CCCCC)=C=O)C(=O)NOC